FC1=C(COC2=C(C=CC=C2)C2=C(C=CC(=C2)OC)S(=O)(=O)N)C=CC(=C1)F (2-((2,4-difluorobenzyl)oxy)phenyl)-4-methoxybenzenesulfonamide